(1S,2R,5R)-3-[(5-chloropyrazin-2-yl) (methyl) amino]-2-fluoro-8-azabicyclo[3.2.1]octane-8-carboxylate ClC=1N=CC(=NC1)N(C1[C@H]([C@@H]2CC[C@H](C1)N2C(=O)[O-])F)C